2-isopropylnaphthalene lithium [Li].C(C)(C)C1=CC2=CC=CC=C2C=C1